(4-fluoro-3-methylphenyl)-1,4-dioxaspiro[4.5]dec-7-ene FC1=C(C=C(C=C1)C1OC2(OC1)CC=CCC2)C